anti-histidine-d2 N([C@@H](CC1=CNC=N1)C(=O)O)([2H])[2H]